6-fluoro-7-methyl-1,5-naphthyridin-4-ol FC=1N=C2C(=CC=NC2=CC1C)O